Ethyl (Z)-2-((1H-pyrrolo[2,3-b]pyridine-3-carbonyl)imino)-3-benzyl-2,3-dihydrooxazole-4-carboxylate N1C=C(C=2C1=NC=CC2)C(=O)\N=C\2/OC=C(N2CC2=CC=CC=C2)C(=O)OCC